C(C)C(CC(C(=O)O)=C)CCCC.C(C=C)(=O)OCC(CCCC)CC 2-ethylhexyl acrylate (2-ethylhexyl prop-2-enoate)